trans-3-(2,5-dimethylbenzoyl)-acrylic acid CC1=C(C(=O)/C=C/C(=O)O)C=C(C=C1)C